tert-butyl (2-((S)-2-cyanopyrrolidin-1-yl)-2-oxoethyl)((1S,3R,5S)-3-hydroxyadamantan-1-yl)carbamate C(#N)[C@H]1N(CCC1)C(CN(C(OC(C)(C)C)=O)C12CC3(C[C@@H](CC(C1)C3)C2)O)=O